6,6-bis((3,7-dimethyloct-6-en-1-yl)oxy)hexanenitrile CC(CCOC(CCCCC#N)OCCC(CCC=C(C)C)C)CCC=C(C)C